{4-[(3R,4R,5S)-3-amino-5-cyclopropyl-4-hydroxypiperidin-1-yl]-7-hydroxy-6,7-dihydro-5H-cyclopenta[b]pyridin-3-yl}-6-(2,6-difluorophenyl)-5-fluoropyridine-2-carboxamide N[C@@H]1CN(C[C@@H]([C@H]1O)C1CC1)C1=C2C(=NC=C1C=1C(=NC(=C(C1)F)C1=C(C=CC=C1F)F)C(=O)N)C(CC2)O